5-(2-(4-[(2,5-dimethoxy-4-(2-methyl-1-oxo-1,2-dihydro-2,7-naphthyridin-4-yl)Phenyl)methyl]piperazin-1-yl)-7-azaspiro[3.5]nonan-7-yl)-N-(2,6-dioxopiperidin-3-yl)pyridine-2-formamide COC1=C(C=C(C(=C1)C1=CN(C(C2=CN=CC=C12)=O)C)OC)CN1CCN(CC1)C1CC2(C1)CCN(CC2)C=2C=CC(=NC2)C(=O)NC2C(NC(CC2)=O)=O